N1C=C(C2=CC=CC=C12)/C=C/C(=O)NC1=CC(=CC=C1)OC (E)-3-(1H-indol-3-yl)-N-(3-methoxyphenyl)acrylamide